NC=1C(NC2=C3C=CC=NC3=C(C=C2C1C1=C2C=NNC2=C(C=C1)F)N1CCC(CC1)C(F)(F)F)=O 3-amino-4-(7-fluoro-1H-indazol-4-yl)-6-[4-(trifluoromethyl)piperidin-1-yl]-1H-1,7-phenanthrolin-2-one